C(C)(C)(C)OC(N[C@@H]1[C@@H](CCC1)N)=O ((1S,2R)-2-aminocyclopentyl)carbamic acid tert-butyl ester